N[C@@H](C)C=1N(C(C2=C(C=CC=C2C1Cl)Cl)=O)C1=CC=CC=C1 (S)-3-(1-aminoethyl)-4,8-dichloro-2-phenylisoquinolin-1(2H)-one